nicotinic acid phosphate P(=O)(O)(O)O.C(C1=CN=CC=C1)(=O)O